N,6-dimethyl-4-[(1-methylcyclopropyl)amino]-N-(1,3-thiazol-2-ylmethyl)furo[2,3-d]pyrimidine-5-carboxamide CN(C(=O)C1=C(OC=2N=CN=C(C21)NC2(CC2)C)C)CC=2SC=CN2